2-(2'-hydroxyl-3',5'-di-t-Butylphenyl)benzotriazole OC1=C(C=C(C=C1C(C)(C)C)C(C)(C)C)N1N=C2C(=N1)C=CC=C2